Cl.C(#N)C1=C(C=C(C=C1)C(NC)=O)C=1C=C2C(=NNC2=CC1)NC(=O)[C@H]1CNCCC1 (3R)-N-{5-[2-cyano-5-(methylcarbamoyl)phenyl]-1H-indazol-3-yl}piperidine-3-carboxamide hydrochloride